NC1=NNC(=C1C#N)C1=CC=C(C=C1)OC1=CC=CC=C1 3-amino-5-(4-phenoxyphenyl)-4-cyano-1H-pyrazole